C12(CC3CC(CC(C1)C3)C2)C2=NN=C(N2C)C2=CC(=C(C(=C2)OC)OC)OC 3-(1-adamantyl)-5-(3,4,5-trimethoxyphenyl)-4-methyl-4H-1,2,4-triazole